O(C1=CC=CC=C1)C1=CC=CN=N1 6-phenoxy-pyridazine